CC1(OB(OC1(C)C)C(C1(CC(C1)=NNS(=O)(=O)C1=C(C=C(C=C1C)C)C)C(=O)OC(C)C)B1OC(C(O1)(C)C)(C)C)C Isopropyl 1-(bis(4,4,5,5-tetramethyl-1,3,2-dioxaborolan-2-yl)methyl)-3-(2-(mesitylsulfonyl)-hydrazineylidene)cyclobutane-1-carboxylate